C(C1=CC=CC=C1)OC1=C(C=C(CNCC)C=C1)OC N-(4-(benzyloxy)-3-methoxybenzyl)ethylamine